C1(=C(C(=C(C(=C1F)F)N)F)F)C2=C(C(=C(C(=C2F)F)N)F)F octafluorobenzidine